methyl 4-((6-((1-(tert-butoxycarbonyl)-5-methyl 1H-pyrazol-3-yl) amino)-3-fluoropyridin-2-yl) methyl)-1-((3-chloro-2-fluorophenyl) methyl-d2)-2-methylpiperidine-4-carboxylate C(C)(C)(C)OC(=O)N1N=C(C=C1C)NC1=CC=C(C(=N1)CC1(CC(N(CC1)C([2H])([2H])C1=C(C(=CC=C1)Cl)F)C)C(=O)OC)F